C(C)C=C(C(=O)OCCCCCCCCCCCCCCCC)C cetyl (ethyl methacrylate)